1-((2-fluoropyridin-4-yl)methyl)-6-(4-methoxypyrrolo[2,1-f][1,2,4]triazin-5-yl)-2-methyl-1H-imidazo[4,5-b]pyridine FC1=NC=CC(=C1)CN1C(=NC2=NC=C(C=C21)C=2C=CN1N=CN=C(C12)OC)C